6-chloro-7-(naphthalen-1-ylmethyl)-5-oxo-1-(pyridin-4-ylmethyl)-8-(3-(trifluoromethyl)phenyl)-1,2,3,5-tetrahydroimidazo[1,2-a]pyridine-3-carboxylic acid ClC1=C(C(=C2N(C1=O)C(CN2CC2=CC=NC=C2)C(=O)O)C2=CC(=CC=C2)C(F)(F)F)CC2=CC=CC1=CC=CC=C21